6-(4-(1-(4-carbamoyl-cyclohexyl)-3,3-dimethyl-2,3-dihydro-1H-pyrrolo[3,2-b]pyridine-5-carbonyl)-3,3-dimethylpiperazin-1-yl)-2,4-dimethylnicotinic acid C(N)(=O)C1CCC(CC1)N1CC(C2=NC(=CC=C21)C(=O)N2C(CN(CC2)C2=NC(=C(C(=O)O)C(=C2)C)C)(C)C)(C)C